8-((2-chlorothiazol-yl)methyl)-3-(prop-2-yn-1-yl)pyrido[2,3-d]pyrimidine-2,4(3H,8H)-dione ClC=1SC=C(N1)CN1C=CC=C2C1=NC(N(C2=O)CC#C)=O